2-{[(2-amino-6-{[(methylcarbamoyl)amino]methyl}phenyl)carbamothioyl]amino}-2-[3-(trifluoromethyl)phenyl]propyl 2,2-dimethylpropanoate CC(C(=O)OCC(C)(C1=CC(=CC=C1)C(F)(F)F)NC(NC1=C(C=CC=C1CNC(NC)=O)N)=S)(C)C